FC1=CC=C(C(=C1C#N)C)C1=CC=C(C=2OCCOC21)C(=O)N2[C@@H](C\C(\C2)=N/OC)CO (S,E)-6-Fluoro-3-(8-(2-(hydroxymethyl)-4-(methoxyimino)pyrrolidine-1-carbonyl)-2,3-dihydrobenzo[b][1,4]dioxin-5-yl)-2-methylbenzonitrile